1-benzyl-4-fluoro-N-(5-methyl-4-oxo-7-(7-oxa-2-azaspiro[3.5]nonan-2-yl)-2,3,4,5-tetrahydrobenzo[b][1,4]oxazepin-3-yl)-1H-pyrazole-3-carboxamide C(C1=CC=CC=C1)N1N=C(C(=C1)F)C(=O)NC1C(N(C2=C(OC1)C=CC(=C2)N2CC1(C2)CCOCC1)C)=O